tert-Butyl 4-(4-(2-((4-(tert-butyl)phenyl)amino)-2-oxoethyl)-2-(cyclohept-1-en-1-yl)-5-ethyl-7-oxo-4,7-dihydro-[1,2,4]triazolo[1,5-a]pyrimidin-6-yl)piperazine-1-carboxylate C(C)(C)(C)C1=CC=C(C=C1)NC(CN1C=2N(C(C(=C1CC)N1CCN(CC1)C(=O)OC(C)(C)C)=O)N=C(N2)C2=CCCCCC2)=O